tert-butyl-8-cyclopropyl-2-morpholino-quinazoline-6-carbaldehyde C(C)(C)(C)C1=NC(=NC2=C(C=C(C=C12)C=O)C1CC1)N1CCOCC1